1-(2-chloro-6-fluorobenzyl)-4-methyl-2-oxo-N-(2,4,6-trifluorobenzyl)-1,2,3,4-tetrahydro-quinazoline-7-carboxamide ClC1=C(CN2C(NC(C3=CC=C(C=C23)C(=O)NCC2=C(C=C(C=C2F)F)F)C)=O)C(=CC=C1)F